N-[(1R)-1-(azetidin-3-yl)-2-hydroxy-ethyl]-5-[4-(trifluoromethyl)phenyl]naphthalene-2-carboxamide N1CC(C1)[C@H](CO)NC(=O)C1=CC2=CC=CC(=C2C=C1)C1=CC=C(C=C1)C(F)(F)F